N,N,N',N'-tetramethyl-N''-phenylguanidine CN(C(=NC1=CC=CC=C1)N(C)C)C